7-(1-(2-fluoro-6-methylphenyl)piperidin-4-yl)-5-((3-hydroxypyrazin-2-yl)methyl)-3-methylpyrido[2,3-b]pyrazin-6(5H)-one FC1=C(C(=CC=C1)C)N1CCC(CC1)C1=CC=2C(=NC(=CN2)C)N(C1=O)CC1=NC=CN=C1O